C(C)OC(C(CC)(C1=CC=CC=C1)N(C)C)=O 2-(dimethylamino)-2-phenylbutyric acid ethyl ester